N-(2-((2-(dimethylamino)ethyl)(methyl)amino)-4-methoxy-5-((6-(3-(3-(pyridin-2-ylmethoxy)phenyl)isoxazolidin-2-yl)pyrimidin-4-yl)amino)phenyl)acrylamide CN(CCN(C1=C(C=C(C(=C1)OC)NC1=NC=NC(=C1)N1OCCC1C1=CC(=CC=C1)OCC1=NC=CC=C1)NC(C=C)=O)C)C